1-(7-Aminonaphtho[2,3-d][1,3]dioxol-6-yl)ethan-1-one NC=1C(=CC2=CC3=C(OCO3)C=C2C1)C(C)=O